Behenic acid methylester COC(CCCCCCCCCCCCCCCCCCCCC)=O